C(#N)CC[N+]1=C2N(C(C(=C1)C1SC(C(S1)C)C)=O)C=CC=C2 1-(2-cyanoethyl)-3-(4,5-dimethyl-1,3-dithiolan-2-yl)-4-oxo-4H-pyrido[1,2-a]pyrimidinium